BrC=1C=C(C(=NC1)OCCN(C(OC(C)(C)C)=O)C(C)C)NS(=O)(=O)CC tert-Butyl (2-((5-bromo-3-(ethylsulfonamido)pyridin-2-yl)oxy)ethyl)(isopropyl)carbamate